CN(C(CC(C)(C)C)O)C 1-dimethylamino-3,3-dimethylbutanol